CC1(OB(OC1(C)C)CCC(C1=CC=C(C=C1)C(F)(F)F)NC(C(C)(C)C)=O)C N-(3-(4,4,5,5-tetramethyl-1,3,2-dioxaborolan-2-yl)-1-(4-(trifluoromethyl)phenyl)propyl)pivaloamide